ClC=1C(=NC=C(C1)C#CC1CC1)C(CNC(=O)C=1C(=NN(C1)C)C(F)F)=NOC(C)C N-[2-[3-chloro-5-(cyclopropylethynyl)pyridin-2-yl]-2-(isopropylhydroxyimino)ethyl]-3-(difluoromethyl)-1-methyl-1H-pyrazole-4-carboxamide